C1(CC1)C1=C2C[C@H](N(C2=CC=C1)C(=O)OC(C)(C)C)COC tert-butyl (S)-4-cyclopropyl-2-(methoxymethyl)indoline-1-carboxylate